FC1=CC=C(C=C1)C1=NC=CC(=C1)C(S(=O)(=O)N)C(C)C 2-(4-fluorophenyl)pyridin-4-yl-[propan-2-yl]methanesulfonamide